CC1=C(C[NH-])C=CC=C1 2-methylbenzyl-Amide